FC(C=1C=C(CC=2C=CC3=C(NC4=CC=CC=C34)N2)C=CC1)(F)F (3-(trifluoromethyl)benzyl)-9H-pyrido[2,3-b]indole